2,2'-oxydiacetylchloride O(CC(=O)Cl)CC(=O)Cl